COC1=C(NCC#CC=2C=C(C3=C(N(C=N3)CC(F)(F)F)C2)C(=O)NC23CC(C2)(C3)C(=O)O)C=CC(=C1)C(NC)=O 3-[[6-[3-[2-methoxy-4-(methylcarbamoyl)anilino]prop-1-ynyl]-1-(2,2,2-trifluoroethyl)benzimidazole-4-carbonyl]amino]bicyclo[1.1.1]pentane-1-carboxylic acid